7-(trifluoromethylsulfanyl)-2,3-dihydro-1H-inden-1-one FC(F)(F)SC=1C=CC=C2CCC(C12)=O